NN1CCC(CC1)CCN1CCN(CC1)C1=C(C=C2C(=NN(C2=C1)C)C1C(NC(CC1)=O)=O)F 3-(6-(4-(2-(1-aminopiperidin-4-yl)ethyl)piperazin-1-yl)-5-fluoro-1-methyl-1H-indazol-3-yl)piperidine-2,6-dione